4,4-difluoro-5-tetrahydropyran-2-yloxy-pentan-1-ol FC(CCCO)(COC1OCCCC1)F